2-(methylthio)ethyl-methacryloyl-S-(sulfopropyl)-sulfonium methyl-(2s)-2-(2,2,7-trifluoro-3-oxo-6-(2,3,4,6-tetrafluorophenyl)-2,3-dihydro-4H-benzo[b][1,4]oxazin-4-yl)propanoate COC([C@H](C)N1C2=C(OC(C1=O)(F)F)C=C(C(=C2)C2=C(C(=C(C=C2F)F)F)F)F)=O.CSCC[S+](CCCS(=O)(=O)O)C(C(=C)C)=O